[1-Chloro-6-(3-chloro-1-isopropyl-1H-indazol-5-ylmethoxy)-3,4-dihydro-naphthalen-2-ylmethyl]piperidine ClC1=C(CCC2=CC(=CC=C12)OCC=1C=C2C(=NN(C2=CC1)C(C)C)Cl)CN1CCCCC1